5-[(1S)-1-(3,5-dimethyl-4-pyridyl)ethoxy]-3-[6-(2-methylsulfonyl-2,6-diazaspiro[3.3]heptan-6-yl)-3-pyridyl]-1H-indazole CC=1C=NC=C(C1[C@H](C)OC=1C=C2C(=NNC2=CC1)C=1C=NC(=CC1)N1CC2(CN(C2)S(=O)(=O)C)C1)C